COC1=C(C=NN1C=1C=CC2=C(N(C(O2)=O)C)C1)CN1C[C@H](NCC1)C=1C(=C2COC(C2=CC1)=O)C (R)-5-(5-methoxy-4-((3-(4-methyl-1-oxo-1,3-dihydroisobenzofuran-5-yl)piperazin-1-yl)methyl)-1H-pyrazol-1-yl)-3-methylbenzo[d]oxazol-2(3H)-one